NC=1C=C2CN(CC2=CC1)C(=O)OC(C)(C)C tertbutyl 5-aminoisoindoline-2-carboxylate